1-(2-chloro-4-((5-(2-methoxyethoxy)-2,3-dihydro-[1,4]dioxino[2,3-f]quinazolin-10-yl)amino)phenyl)-3-(3-methoxyphenyl)urea ClC1=C(C=CC(=C1)NC1=NC=NC2=CC(=C3C(=C12)OCCO3)OCCOC)NC(=O)NC3=CC(=CC=C3)OC